FC1=CC(=C(C=C1C=1CCN(CC1)C(=O)C1=NC=CN=C1)NC(=O)C1=CNC(C=C1C(F)(F)F)=O)N1C[C@H](N([C@H](C1)C)C)C N-[4-fluoro-5-[1-(pyrazine-2-carbonyl)-3,6-dihydro-2H-pyridin-4-yl]-2-[(3R,5S)-3,4,5-trimethylpiperazin-1-yl]phenyl]-6-oxo-4-(trifluoromethyl)-1H-pyridine-3-carboxamide